(((1R,2R,4R)-4-amino-2-hydroxycyclopentyl)amino)-N,N-dimethyl-benzo[d]thiazole-6-carboxamide N[C@H]1C[C@H]([C@@H](C1)NC=1SC2=C(N1)C=CC(=C2)C(=O)N(C)C)O